ClC1=CC=C(C(=N1)C=1C=CC2=C(COB2O)C1)N[C@H](C)C=1C=C(C=C2C(C(=C(OC12)N1CCOCC1)C)=O)C 8-[(1R)-1-[[6-chloro-2-(1-hydroxy-3H-2,1-benzoxaborol-5-yl)-3-pyridyl]amino]ethyl]-3,6-dimethyl-2-morpholino-chromen-4-one